6-Chloro-3-[[(1R)-1-(3-iodo-6-methyl-4-oxo-2-phenyl-chromen-8-yl)ethyl]amino]-N-methylsulfonyl-pyridine-2-carboxamide ClC1=CC=C(C(=N1)C(=O)NS(=O)(=O)C)N[C@H](C)C=1C=C(C=C2C(C(=C(OC12)C1=CC=CC=C1)I)=O)C